BrC1=CC=C(C=C1)N1CCC(CC1)(O)C 1-(4-bromophenyl)-4-methylpiperidin-4-ol